C(C)OC(C(C(=O)OCC)C(NCCOC(C(=C)C)=O)=O)=C ethyl 3-ethoxy-2-({2-[(2-methylacryloyl)oxy]ethyl}carbamoyl)but-3-enoate